1-(4-chlorophenyl)-N-(2-(4-ethylpiperazin-1-yl)-5-(4-(4-((6-(trifluoromethyl)pyridazin-3-yl)oxy)-phenyl)piperidine-1-carbonyl)phenyl)methanesulfonamide ClC1=CC=C(C=C1)CS(=O)(=O)NC1=C(C=CC(=C1)C(=O)N1CCC(CC1)C1=CC=C(C=C1)OC=1N=NC(=CC1)C(F)(F)F)N1CCN(CC1)CC